6-cyclopentyl-3-{2-[(piperidin-3-yl)amino]-5-(trifluoromethyl)pyrimidin-4-yl}-1H,6H,7H-pyrrolo[2,3-c]pyridin-7-one C1(CCCC1)N1C(C2=C(C=C1)C(=CN2)C2=NC(=NC=C2C(F)(F)F)NC2CNCCC2)=O